3-(1-oxo-4-(3-((5-(4,4,5,5-tetramethyl-1,3,2-dioxaborolan-2-yl)pyridin-2-yl)oxy)propoxy)isoindolin-2-yl)piperidine-2,6-dione O=C1N(CC2=C(C=CC=C12)OCCCOC1=NC=C(C=C1)B1OC(C(O1)(C)C)(C)C)C1C(NC(CC1)=O)=O